1-methyl-3-(4,4,5,5-tetramethyl-1,3,2-dioxaborolan-2-yl)pyrrole Methyl-(6-chloro-7-fluorochroman-3-yl)carbamate CN(C(O)=O)C1COC2=CC(=C(C=C2C1)Cl)F.CN1C=C(C=C1)B1OC(C(O1)(C)C)(C)C